C(C)OC(C1=C(C(=CC=C1F)S(=O)(=O)C)Br)=O 2-bromo-6-fluoro-3-(methylsulfonyl)benzoic acid ethyl ester